ClC1=C(C=C2C=C(N=CC2=C1)NC(=O)[C@@H]1[C@@H]([C@H]1C1=NC=CC=C1)CC)N1CCN(CC1)[C@@]1(COC[C@@H]1F)C (1R,2R,3R)-N-[7-chloro-6-[4-((3R,4R)-4-fluoro-3-methyl-tetrahydrofuran-3-yl)piperazin-1-yl]-3-isoquinolinyl]-2-ethyl-3-(2-pyridinyl)cyclopropanecarboxamide